FC(C1=NC=CC(=C1)CO)(F)F (2-trifluoromethyl-pyridin-4-yl)-methanol